N1C=NC=2C=CC=3C=CC=NC3C21 Imidazoloquinoline